C(C1=CC=CC=C1)NC(N([C@@H]1CC[C@H](CC1)NC1=NC=C(C(=N1)OCC1COC1)C(F)(F)F)C1=NC=C(N=C1)C=1C=NC(=NC1)OC)=O 3-benzyl-1-(5-(2-methoxypyrimidin-5-yl)pyrazin-2-yl)-1-(trans-4-((4-((oxetan-3-yl)methoxy)-5-(trifluoromethyl)pyrimidin-2-yl)amino)cyclohexyl)urea